ANHYDROXYLITOL C1[C@@H]([C@H]([C@H](O1)CO)O)O